cis-2-phenyltetrahydro-4H-cyclopenta[d][1,3]dioxol-5-yl-5-d 4-methylbenzenesulfonate CC1=CC=C(C=C1)S(=O)(=O)OC1(CC2C(OC(O2)C2=CC=CC=C2)C1)[2H]